4-(3-((1r,3R,5S,7r)-3,5-dimethyladamantan-1-yl)guanidino)-3-fluorobenzoic acid C[C@]12CC3(CC(C[C@@](C1)(C3)C)C2)NC(NC2=C(C=C(C(=O)O)C=C2)F)=N